1-(5-(1H-pyrazol-4-yl)-[1,2,4]triazolo[1,5-a]pyridin-2-yl)-3-cyclopropylurea N1N=CC(=C1)C1=CC=CC=2N1N=C(N2)NC(=O)NC2CC2